FC=1C=C(NC2C(NC(CC2)=O)=O)C=CC1N1CCN(CC1)CC1CCC(CC1)=O 3-[3-fluoro-4-[4-[(4-oxocyclohexyl)methyl]piperazin-1-yl]anilino]piperidine-2,6-dione